C(#N)CC1CCC(CC1)N1C(=NC=2C1=C1C(=NC2)NC=C1)CC(=O)NC1=CC=CC=C1 2-(1-((1r,4r)-4-(cyanomethyl)cyclohexyl)-1,6-dihydroimidazo[4,5-d]pyrrolo[2,3-b]pyridin-2-yl)-N-phenylacetamide